(3-aminobutyl)(8-aminononyl)carbamic acid NC(CCN(C(O)=O)CCCCCCCC(C)N)C